C1(CCCCC1)NCCO N-Cyclohexylethanolamine